ClC1=CC=C(C(=N1)C(=O)OC)N[C@H](C)C=1C=C(C=C2C(N(C(=NC12)C=1C=NC(=CC1)Cl)C)=O)C (R)-methyl 6-chloro-3-(1-(2-(6-chloropyridin-3-yl)-3,6-dimethyl-4-oxo-3,4-dihydroquinazolin-8-yl)ethylamino)picolinate